C(C)(C)(C)OC(=O)N(C=1C=C(C(=NC1)CBr)C(=O)OC)C(=O)OC(C)(C)C methyl 5-[bis(tert-butoxycarbonyl)amino]-2-(bromomethyl)pyridine-3-carboxylate